NC1=CC=C(C=C1)C p-toluidin